ClC1=CC=C(S1)CNC1=CC(=NN1C(C(CO)(C)C)=O)C1CCN(CC1)CC(C1=NC=CC=C1)(F)F 1-(5-{[(5-chlorothiophen-2-yl)methyl]amino}-3-{1-[2,2-difluoro-2-(pyridin-2-yl)ethyl]piperidin-4-yl}-1H-pyrazol-1-yl)-3-hydroxy-2,2-dimethylpropan-1-one